NC=1C=2N(C=C(N1)C=1C=C(C#N)C=CC1)N=C(C2Br)CC2=C(C=CC=C2)F 3-(4-amino-3-bromo-2-(2-fluorobenzyl)pyrazolo[1,5-a]pyrazin-6-yl)benzonitrile